(R)-3-(1-((7-methoxy-2-methyl-6-(4-(2-oxooxazolidin-3-yl)piperidin-1-yl)quinazolin-4-yl)amino)ethyl)-2-methylbenzonitrile COC1=C(C=C2C(=NC(=NC2=C1)C)N[C@H](C)C=1C(=C(C#N)C=CC1)C)N1CCC(CC1)N1C(OCC1)=O